NC1=NN(C(=C1C(=O)O)C1=CC=NC=C1)CC1=CC=C(C=C1)OC 3-Amino-1-(4-methoxybenzyl)-5-(pyridin-4-yl)-1H-pyrazole-4-carboxylic acid